ClC=1C=C(C=CC1B1OC(C(O1)(C)C)(C)C)C(C)(O)C1=CC(=CC=C1)C(F)(F)F 1-(3-chloro-4-(4,4,5,5-tetramethyl-1,3,2-dioxaborolan-2-yl)phenyl)-1-(3-(trifluoromethyl)phenyl)ethanol